N-[2-(4-methoxyphenyl)ethyl]-4-{[(4-methoxyphenyl)methyl]Amino}pyrrolidine-2-carboxamide COC1=CC=C(C=C1)CCNC(=O)C1NCC(C1)NCC1=CC=C(C=C1)OC